CN1C=2C=CC(=NC2C(=C(C1=O)C#N)N1CCNCC1)C#N 5-methyl-6-oxo-8-(piperazin-1-yl)-5,6-dihydro-1,5-naphthyridine-2,7-dicarbonitrile